N1=CC=C(C=C1)C1CN(CC1)C(=O)OC(C)(C)C tert-butyl 3-(4-pyridyl)pyrrolidine-1-carboxylate